C(C)OC(/C=C/C=1C=CC2=C([C@@H]([C@H](O2)C2=CC=C(C=C2)O)C(=O)OCC)C1)=O ethyl (2S,3S)-5-((E)-3-ethoxy-3-oxoprop-1-en-1-yl)-2-(4-hydroxyphenyl)-2,3-dihydrobenzofuran-3-carboxylate